3,3,4,4,5,5,6,6,7,7,8,8,8-tridecafluorooctanol FC(CCO)(C(C(C(C(C(F)(F)F)(F)F)(F)F)(F)F)(F)F)F